CCCCCCCCCCCCC(=O)O[C@H](COC(=O)CCCCCCC/C=C\C/C=C\CCCC)COP(=O)(O)OC[C@H](CO)O 1-(9Z,12Z-heptadecadienoyl)-2-tridecanoyl-glycero-3-phospho-(1'-sn-glycerol)